1,1,2-trifluoro-2-iodo-ethane FC(C(I)F)F